ethyl 3-((isoquinoline-1-carboxamido)methyl)-5-(2-(trifluoromethyl)benzyl)-4,5-dihydroisoxazole-5-carboxylate C1(=NC=CC2=CC=CC=C12)C(=O)NCC1=NOC(C1)(C(=O)OCC)CC1=C(C=CC=C1)C(F)(F)F